Ethyl 3-(2-((2,3-dihydro-1H-Inden-2-yl)amino)pyrimidin-5-yl)propanoate C1C(CC2=CC=CC=C12)NC1=NC=C(C=N1)CCC(=O)OCC